1-[3,3-difluoro-4-[(5-iodo-3-methylpyrazin-2-yl)oxy]pyrrolidin-1-yl]ethanone FC1(CN(CC1OC1=NC=C(N=C1C)I)C(C)=O)F